C(CCCCCCCC=CCCCC)(=O)O tetradeca-9-enoic acid